C(#N)C(CNC=1C(=CC=C2C=CC(=CC12)C1=CC=CC(=N1)C(=O)NCC1CCN(CC1)C)OC(C)C)=C 6-{8-[(2-cyano-2-methylideneethyl)amino]-7-(propan-2-yloxy)naphthalen-2-yl}-N-[(1-methylpiperidin-4-yl)methyl]pyridine-2-carboxamide